ethyl 6-(4-phenylpiperazin-1-yl)benzo[b]thiophene-2-carboxylate C1(=CC=CC=C1)N1CCN(CC1)C=1C=CC2=C(SC(=C2)C(=O)OCC)C1